1-iodo-2,2-difluoroethane ICC(F)F